C(C)C=1C(=NC(=NC1OC1=NC(=CC=C1)N1CCN(CC1)C)NS(=O)(=O)C=1C=NN(C1)C)C1=C(C=CC=C1)CC(C)C N-[5-ethyl-4-(2-isobutylphenyl)-6-[[6-(4-methylpiperazin-1-yl)-2-pyridyl]oxy]pyrimidin-2-yl]-1-methyl-pyrazole-4-sulfonamide